(R)-[[2-(6-Amino-9H-purin-9-yl)-1-methylethoxy]methyl]phosphonic acid bis-(isopropoxycarbonyloxymethyl) ester C(C)(C)OC(=O)OCOP(OCOC(=O)OC(C)C)(=O)CO[C@@H](CN1C2=NC=NC(=C2N=C1)N)C